FC1=C(C=CC(=C1)F)C(C(C1=NC=C(C=C1)C1=CC=C(C=C1)OC(F)(F)F)(F)F)(CN1N=NN=C1)O 2-(2,4-difluorophenyl)-1,1-difluoro-3-(tetrazol-1-yl)-1-[5-[4-(tri-fluoromethoxy)phenyl]-2-pyridyl]propan-2-ol